(S)-1-(4-fluorophenyl)but-3-en-1-amine FC1=CC=C(C=C1)[C@H](CC=C)N